benzoic acid [(4s,5s,6r)-5,6-difluoro-3-(trifluoromethyl)-1,4,5,6-tetrahydrocyclopenta[c]pyrazol-4-yl] ester F[C@H]1[C@H](C2=C(NN=C2C(F)(F)F)[C@H]1F)OC(C1=CC=CC=C1)=O